N1N=C(C=C1)C1CCCC1 pyrazolylcyclopentane